FC(C1=NC(=CC=C1S(=O)(=O)N1CC2(C1)CN(C2)C2CCOCC2)C(F)(F)F)(F)F 2-((2,6-bis(trifluoromethyl)pyridin-3-yl)sulfonyl)-6-(tetrahydro-2H-pyran-4-yl)-2,6-diazaspiro[3.3]heptane